ClC=1C(=NC=C(N1)Cl)C(=O)OCC1=CC=CC=C1 benzyl 3,5-dichloropyrazine-2-carboxylate